cis-2-(4,4-Difluorocyclohexyl)-6-hydroxy-1,2,3,4-tetrahydronaphthalen FC1(CCC(CC1)C1CC2=CC=C(C=C2CC1)O)F